ClC=1C=NC(=C(C#N)C1)NC1=C(C=C(C=C1)F)C(C)C 5-chloro-2-((4-fluoro-2-isopropylphenyl)amino)-nicotinonitrile